Ethyl-7-{[dimethyl(phenyl)silyl]methyl}-9-oxo-9-(quinolin-8-ylamino)nonanoate C(C)OC(CCCCCC(CC(NC=1C=CC=C2C=CC=NC12)=O)C[Si](C1=CC=CC=C1)(C)C)=O